tert-butyl(6-azaspiro[3.4]octan-1-yl)carbamate hydrochloride Cl.C(C)(C)(C)N(C(O)=O)C1CCC12CNCC2